C(C)(C)=NC1=CC=CC=C1 N-isopropylideneaniline